CN([C@@H](C)C1=CC=CC=C1)CC1=CC(=NC=C1)C=1C=C2CN(C(C2=CC1)=O)C1C(NC(CC1)=O)=O 3-(5-(4-((methyl((S)-1-phenylethyl)amino)methyl)pyridin-2-yl)-1-oxoisoindolin-2-yl)piperidine-2,6-dione